(R)-3-((4-(2-((1-(5-chloro-6-oxo-1,6-dihydropyridazin-4-yl)pyrrolidin-3-yl)oxy)pyridin-4-yl)-3,5-dimethyl-1H-pyrazol-1-yl)methyl)bicyclo[1.1.1]pentane-1-carbonitrile ClC1=C(C=NNC1=O)N1C[C@@H](CC1)OC1=NC=CC(=C1)C=1C(=NN(C1C)CC12CC(C1)(C2)C#N)C